C1(=CC(=CC=C1)C(C(=O)O)O)C(C(=O)O)O 1,3-phenylenediglycolic acid